[N+](=O)([O-])C1=C(C=CC=C1)NNC(=O)C1=NC=CC=C1 N'-(2-nitrophenyl)-2-pyridinecarbohydrazide